CC=1C=C2C(=CN1)N(N=C2C2CN(C2)C(=O)OC(C)(C)C)CC2=CC=C(C=C2)C(F)(F)F tert-Butyl 3-(5-methyl-1-{[4-(trifluoromethyl)phenyl]methyl}-1H-pyrazolo[3,4-c]pyridin-3-yl)azetidine-1-carboxylate